1,2-dicyanoethane C(#N)CCC#N